(2S)-N-{(1S)-1-cyano-2-[4-(5-cyanothiobenzene-2-yl)phenyl]ethyl}-1,4-oxaazepan-2-carboxamide C(#N)[C@H](CC1=CC=C(C=C1)C1=CC=C(C=C1)SC#N)NC(=O)[C@H]1OCCCNC1